4-{7-[2-fluoro-5-(propan-2-yl)phenyl]-1H,2H,3H-pyrido[3,4-b][1,4]oxazin-1-yl}-2-nitropyridine FC1=C(C=C(C=C1)C(C)C)C1=CC2=C(OCCN2C2=CC(=NC=C2)[N+](=O)[O-])C=N1